cyclopropyl-((5R,7R)-7-fluoro-5-(5-fluoropyridin-3-yl)-6,7-dihydro-5H-pyrrolo[1,2-b][1,2,4]triazol-2-yl)methanone C1(CC1)C(=O)C=1N=C2N(N1)[C@H](C[C@H]2F)C=2C=NC=C(C2)F